dilithium 1,3-butadiene C=CC=C.[Li].[Li]